NC(C)(O)OCC amino-ethoxyethanol